(3-{6-azaspiro[2.5]oct-6-yl}-4-[(1Z)-2-[8-(4,4-difluoropiperidin-1-yl)quinolin-6-yl]-2-fluorovinyl]phenyl)-2-hydroxyethane-1-sulfonamide C1CC12CCN(CC2)C=2C=C(C=CC2\C=C(/F)\C=2C=C1C=CC=NC1=C(C2)N2CCC(CC2)(F)F)C(CO)S(=O)(=O)N